C(CCCCCCCCCCC)C(C(=O)O)(O)C.C(C(O)C)(=O)OCCCCCCCCCCCC lauryl lactate (dodecyl lactate)